C(C)(=O)NC1=NC=CC(=C1)C(=O)NC1CCC(CC1)NC1=CC(=NC2=CC=C(C=C12)Cl)C(F)(F)F 2-acetamido-N-[(1s,4s)-4-{[6-chloro-2-(trifluoromethyl)quinolin-4-yl]amino}cyclohexyl]pyridine-4-carboxamide